CC1=C(C=C(C#N)C=C1)N1CN(C(C2=CC(=CC=C12)C(F)(F)F)=O)C1=C(NC(C=C1)=O)C 4-Methyl-3-(3-(2-methyl-6-oxo-1,6-dihydropyridin-3-yl)-4-oxo-6-(trifluoromethyl)-3,4-dihydroquinazolin-1(2H)-yl)benzonitrile